C[N+]1=C2C=CC=CC2=C(C3=CC=CC=C31)C4=C5C=CC=CC5=[N+](C6=CC=CC=C64)C.[N+](=O)(O)[O-].[N+](=O)(O)[O-] N,N'-dimethyl-9,9'-biacridinium nitrate